3-(2-(5-(4-hydroxybenzylidene)-3-(3-trifluoromethylphenyl)-4-oxothiazolidin-2-ylidene)hydrazono)-5-methyl-1H-indol-2-one OC1=CC=C(C=C2C(N(C(S2)=NN=C2C(NC3=CC=C(C=C23)C)=O)C2=CC(=CC=C2)C(F)(F)F)=O)C=C1